FC1=CC(=C(C=C1)B(O)O)O (4-fluoro-2-hydroxyphenyl)boronic acid